The molecule is a deoxytalose that is beta-L-talopyranose in which the hydroxy group at position 6 has been replaced by a hydrogen. C[C@H]1[C@H]([C@H]([C@H]([C@H](O1)O)O)O)O